Methyl (E)-3-(5-(ethoxymethyl)-2-phenyl-7-((tetrahydro-2H-pyran-4-yl)amino)-1H-indole-3-yl)acrylate C(C)OCC=1C=C2C(=C(NC2=C(C1)NC1CCOCC1)C1=CC=CC=C1)/C=C/C(=O)OC